N-(4-(4-aminopyrrolo[2,1-f][1,2,4]triazin-6-yl)phenyl)methacrylamide NC1=NC=NN2C1=CC(=C2)C2=CC=C(C=C2)NC(C(=C)C)=O